t-butyl [4-fluoro-3-(2-fluoro-5-(trifluoromethyl)benzamido)phenyl]carbamate FC1=C(C=C(C=C1)NC(OC(C)(C)C)=O)NC(C1=C(C=CC(=C1)C(F)(F)F)F)=O